5-bromo-3-(3-methylbenzyl)pyrazin-2-amine BrC=1N=C(C(=NC1)N)CC1=CC(=CC=C1)C